benzyl 3-[(tert-butoxycarbonyl)amino]-3-methylpyrrolidine-1-carboxylate C(C)(C)(C)OC(=O)NC1(CN(CC1)C(=O)OCC1=CC=CC=C1)C